(E)-7-chloro-4-(2-(1-(6-(2,4-dimethyl-1H-imidazol-1-yl)pyridin-3-yl)ethylidene)hydrazino)quinazoline ClC1=CC=C2C(=NC=NC2=C1)N/N=C(\C)/C=1C=NC(=CC1)N1C(=NC(=C1)C)C